C(C1CO1)C(C)O[Si](OCC)(C)CCC glycidylpropylmethyldiethoxysilane